racemic-(2-aminocyclopropyl)methanol NC1C(C1)CO